Aluminum iron phosphate P(=O)([O-])([O-])[O-].[Fe+2].[Al+3]